C1(CC1)CN1C(=CC=2C1=NC=CC2)C2=NC1=C(N2C)C(=CC(=C1)C(=O)N1C[C@@H](CC[C@@H]1CO)NC(OC(C)(C)C)=O)OC |r| rac-tert-butyl N-[(3R,6R)-1-{2-[1-(cyclopropylmethyl)-1H-pyrrolo[2,3-b]pyridin-2-yl]-7-methoxy-1-methyl-1H-1,3-benzodiazole-5-carbonyl}-6-(hydroxymethyl)piperidin-3-yl]carbamate